N-(o-nitrophenyl)quinolinium [N+](=O)([O-])C1=C(C=CC=C1)[N+]1=CC=CC2=CC=CC=C12